COC1=C(C(=CC=C1)OC)C1=C(C=C(C=C1)S(=O)(=O)N)C 2',6'-dimethoxy-2-methyl-[1,1'-biphenyl]-4-sulfonamide